C1(CC1)C=1N(C(=C(N1)N1N=C2C(N=CC(=C2)C(F)(F)F)=C1)S(=O)(=O)CC)C 2-[2-cyclopropyl-5-(ethylsulfonyl)-1-methyl-1H-imidazol-4-yl]-6-(trifluoromethyl)-2H-pyrazolo[4,3-b]pyridine